((5-(4-(4-cyanophenyl)piperidine-1-carbonyl)-2-methylphenyl)amino)-N-isopropylnicotinamide C(#N)C1=CC=C(C=C1)C1CCN(CC1)C(=O)C=1C=CC(=C(C1)NC1=C(C(=O)NC(C)C)C=CC=N1)C